IC1=CC=C(OC2=C(C(=CC=C2)OC)F)C=C1 1-(4-iodophenoxy)-2-fluoro-3-methoxybenzene